C12(C(CCCC1)O2)COC(=O)C2CC1C(CC2)O1 epoxycyclohexylmethyl-3,4-epoxycyclohexylformate